5-((tert-butyldimethylsilyl)oxy)azepin-2-one [Si](C)(C)(C(C)(C)C)OC=1C=CC(N=CC1)=O